2-(2-(3-((4-(dimethylphosphoryl)-2-methoxyphenyl)amino)prop-1-yn-1-yl)-7-(((E)-3-fluoro-1-methylpiperidin-4-yl)amino)benzo[b]thiophen-3-yl)acetonitrile CP(=O)(C)C1=CC(=C(C=C1)NCC#CC1=C(C2=C(S1)C(=CC=C2)NC2C(CN(CC2)C)F)CC#N)OC